(2R,3R,4R,5R)-hexane-1,2,3,4,5,6-hexayl hexakis(3-hydroxybutanoate) OC(CC(=O)OC[C@H]([C@H]([C@@H]([C@@H](COC(CC(C)O)=O)OC(CC(C)O)=O)OC(CC(C)O)=O)OC(CC(C)O)=O)OC(CC(C)O)=O)C